1-(2-cyclobutyl-2-oxo-ethyl)-6-[3-(trifluoromethyl)phenyl]-3H-imidazo[4,5-b]pyridin-2-one C1(CCC1)C(CN1C(NC2=NC=C(C=C21)C2=CC(=CC=C2)C(F)(F)F)=O)=O